C1=CC=C(C=C1)C[C@H]2C(OC(=O)N2)(C3=CC=CC=C3)C4=CC=CC=C4 (S)-(-)-5,5-diphenyl-4-(phenylmethyl)-2-oxazolidinone